(S)-N-[(R)-[4,5-dichloro-2-(prop-2-en-1-yloxy)phenyl][1-(6-nitropyridin-2-yl)piperidin-4-yl]methyl]-2-methylpropane-2-sulfinamide ClC1=CC(=C(C=C1Cl)[C@H](N[S@@](=O)C(C)(C)C)C1CCN(CC1)C1=NC(=CC=C1)[N+](=O)[O-])OCC=C